CCCCCCCCCCCCCCCC/C=C\OC[C@H](COP(=O)(O)OC[C@H](CO)O)OC(=O)CCCCCCCCCCC/C=C\C/C=C\CCCCC 1-(1Z-octadecenyl)-2-(13Z,16Z-docosadienoyl)-glycero-3-phospho-(1'-sn-glycerol)